B(O)(O)OCCCO propane-1,3-diol borate